Trans-3-[2-(8-chloro-4-oxo-chromen-2-yl)-5-methyl-phenoxy]-N-methylsulfonyl-cyclobutanecarboxamide ClC=1C=CC=C2C(C=C(OC12)C1=C(O[C@@H]2C[C@H](C2)C(=O)NS(=O)(=O)C)C=C(C=C1)C)=O